OC1=C2[C@H]3[C@H](C(OC2=CC(=C1C(=O)O)CCCCC)(C)C)CCC(=C3)C (6aR,10aR)-1-hydroxy-6,6,9-trimethyl-3-pentyl-6a,7,8,10a-tetrahydrobenzo[c]chromene-2-carboxylic acid